{1-[(2-methoxyethyl)trimethyl-$l^{5}-silyl]-5-methylimidazol-4-yl}methanamine COCC[Si](N1C=NC(=C1C)CN)(C)(C)C